BrC1=CC(=CC(=C1)I)C(C)(C)C 1-Bromo-3-(tert-butyl)-5-iodobenzene